CSC=1C2=C(N=CN1)N(C1=C2C=CN=C1)[C@H]1[C@H](O)[C@H](O)[C@H](O1)CO 4-(Methylsulfanyl)-9-(β-D-ribofuranosyl)-9H-pyrido[4',3':4,5]pyrrolo[2,3-d]pyrimidine